C1(CC1)C1=NN(C=C1)CC(=O)N1CCC(CC1)C=1C=C2C(=C(NC2=CC1)C1=CC(=NC(=C1)C)C)C(C)C 2-(3-cyclopropyl-1H-pyrazol-1-yl)-1-(4-(2-(2,6-dimethylpyridin-4-yl)-3-isopropyl-1H-indol-5-yl)piperidin-1-yl)ethan-1-one